OC1=C(C=C(C=C1[N+](=O)[O-])C(C)(C)CC)N=NC1=C(C=CC2=CC=CC=C12)O 1-((2-hydroxy-3-nitro-5-(tert-amyl)phenyl)diazenyl)naphthalene-2-ol